(S)-N-(4-(7-((1-ethylpiperidin-3-yl)methoxy)-6-methoxyquinazolin-4-yl)phenyl)-2-(4-(trifluoromethyl)phenyl)acetamide C(C)N1C[C@H](CCC1)COC1=C(C=C2C(=NC=NC2=C1)C1=CC=C(C=C1)NC(CC1=CC=C(C=C1)C(F)(F)F)=O)OC